C(C1=CC=CC=C1)C1OCCC(O1)CO 2-benzyl-1,3-dioxan-4-methanol